CC1=CC=C(C=C1)S(=O)(=O)[N+]#[C-] para-toluenesulfonic isocyanide